C(C)(=O)[O-].C(C)(=O)[O-].C1(=CC=CC=C1)P(C(=CP(C1=CC=CC=C1)C1=CC=CC=C1)[Ru+2])C1=CC=CC=C1 [1,2-bis(diphenylphosphino)vinyl]ruthenium diacetate